ClC1=C(C=CC=C1)CCNCCCSCCNCC(O)C1=CC=C(C=2NC(SC21)=O)O 7-[2-(2-{3-[2-(2-chloro-phenyl)-ethylamino]-propylsulfanyl}-ethylamino)-1-hydroxy-ethyl]-4-hydroxy-3H-benzothiazol-2-one